C[C@H]1[C@H](CNCC1)OC=1C=C2CN(C(C2=CC1)=O)N1C(CCCC1=O)=O (5-(((3R,4R)-4-methylpiperidin-3-yl)oxy)-1-oxoisoindolin-2-yl)piperidine-2,6-dione